C[NH+]1CCC[C@H]1C(=O)[O-] The molecule is an L-alpha-amino acid zwitterion obtained by transfer of a proton from the carboxy to the amino group of N-methylproline; major species at pH 7.3. It has a role as a plant metabolite and a human metabolite. It is a tautomer of a N-methylproline.